6-(4-aminocyclohex-1-en-1-yl)-5-{3-fluoro-4-[(4-methylpyrimidin-2-yl)oxy]phenyl}-7-methyl-5H-pyrrolo[3,2-d]pyrimidin-4-amine NC1CC=C(CC1)C1=C(C=2N=CN=C(C2N1C1=CC(=C(C=C1)OC1=NC=CC(=N1)C)F)N)C